(S)-4-{[(3,4-dichloro-phenyl)-ethyl-amino]-methyl}-4,5-dihydro-oxazol-2-ylamine ClC=1C=C(C=CC1Cl)N(CC)C[C@@H]1N=C(OC1)N